BrC=1C(=NN(C1)C1=CC(=C(C=C1F)N1CCN(CC1)C(=O)OC(C)(C)C)F)C1=CC=NC=C1 tert-butyl 4-{4-[4-bromo-3-(pyridin-4-yl)pyrazol-1-yl]-2,5-difluorophenyl}piperazine-1-carboxylate